4-(4-chloro-2-fluorophenyl)-6,7-dimethyl-2-[(2S)-2-(1-methylpyrazol-4-yl)morpholin-4-yl]pyrido[3,4-d]pyrimidin-8-one ClC1=CC(=C(C=C1)C=1C2=C(N=C(N1)N1C[C@@H](OCC1)C=1C=NN(C1)C)C(N(C(=C2)C)C)=O)F